tert-butyl (7-((4,4-difluorocyclohexyl)methoxy)benzo[d]oxazol-4-yl)carbamate FC1(CCC(CC1)COC1=CC=C(C=2N=COC21)NC(OC(C)(C)C)=O)F